2-ethyl-2-nitrocyclopropane C(C)C1(CC1)[N+](=O)[O-]